3-((2-(2,6-dioxopiperidin-3-yl)-1-oxoisoindolin-4-yl)oxy)azetidin O=C1NC(CCC1N1C(C2=CC=CC(=C2C1)OC1CNC1)=O)=O